ethyl 2-(4-(azetidin-3-yloxy)-6-((4,4-difluorocyclohexyl)amino)pyrimidin-2-yl)thiazole-4-carboxylate N1CC(C1)OC1=NC(=NC(=C1)NC1CCC(CC1)(F)F)C=1SC=C(N1)C(=O)OCC